3-(4-ethylpiperazin-1-yl)-3-oxopropionitrile C(C)N1CCN(CC1)C(CC#N)=O